2-{4-[5-chloro-2-(4-fluoro-1H-imidazol-1-yl)phenyl]-5-methoxy-2-oxopyridin-1(2H)-yl}pentanoic acid ClC=1C=CC(=C(C1)C1=CC(N(C=C1OC)C(C(=O)O)CCC)=O)N1C=NC(=C1)F